(S)-N-(4-(4-(2-(4,4-difluoropiperidin-1-yl)-6-methylpyrimidin-4-yl)-1H-pyrazol-1-yl)-3-(6-azaspiro[2.5]oct-6-yl)phenyl)-1-hydroxypropane-2-sulfonamide FC1(CCN(CC1)C1=NC(=CC(=N1)C=1C=NN(C1)C1=C(C=C(C=C1)NS(=O)(=O)[C@H](CO)C)N1CCC2(CC2)CC1)C)F